(1S,3R,5R)-1-((4H-1,2,4-triazol-4-yl)methyl)-N-(3-(5-fluoropyrimidin-2-yl)-4-methylphenyl)-3-methyl-6-azabicyclo[3.1.1]heptane-6-carboxamide N=1N=CN(C1)C[C@@]12C[C@@H](C[C@@H](N1C(=O)NC1=CC(=C(C=C1)C)C1=NC=C(C=N1)F)C2)C